6-[2,2-dimethylcyclobutyl]-1-methyl-4-[4-(5-methyl-1,3-benzoxazol-2-yl)piperidin-1-yl]-2-oxo-1,2-dihydroquinoline-3-carbonitrile CC1(C(CC1)C=1C=C2C(=C(C(N(C2=CC1)C)=O)C#N)N1CCC(CC1)C=1OC2=C(N1)C=C(C=C2)C)C